5-(1-(2,2-difluoroethyl)-2-methyl-1H-imidazo[4,5-b]pyridin-6-yl)-N-(2-isopropoxyethyl)pyrrolo[2,1-f][1,2,4]triazin-2-amine FC(CN1C(=NC2=NC=C(C=C21)C=2C=CN1N=C(N=CC12)NCCOC(C)C)C)F